6-fluoro-2-{[(4s)-6-[6-(2,2-difluoroethoxy)pyrazolo[1,5-a]pyridine-3-amido]spiro[3.3]heptan-2-yl]oxy}pyrazolo[1,5-a]pyridine-3-carboxamide FC=1C=CC=2N(C1)N=C(C2C(=O)N)OC2CC1(C2)CC(C1)NC(=O)C=1C=NN2C1C=CC(=C2)OCC(F)F